(3S,4R)-4-(4-bromo-3,5-diethoxy-phenyl)-4-[tert-butyl-(dimethyl)silyl]oxy-3-(cyclopentoxy)butanoic acid BrC1=C(C=C(C=C1OCC)[C@H]([C@H](CC(=O)O)OC1CCCC1)O[Si](C)(C)C(C)(C)C)OCC